methyl-tris-(2-hydroxyethyl)-ammonium C[N+](CCO)(CCO)CCO